C(#N)[C@@H]1C(O[C@@H]([C@H]1O)CO)N1C(=O)N=C(N)C=C1 1-(2-C-cyano-2-deoxy-D-arabino-furanosyl)cytosine